cobalt tetra(4-bromophenyl)porphyrin BrC1=CC=C(C=C1)C1=C2C=CC(C(=C3C=CC(=C(C=4C=CC(=C(C5=CC=C1N5)C5=CC=C(C=C5)Br)N4)C4=CC=C(C=C4)Br)N3)C3=CC=C(C=C3)Br)=N2.[Co]